2-(3,3-difluoropyrrolidin-1-yl)-N-(4,5-dimethylthiazol-2-yl)-5-(morpholinosulfonyl)benzamide FC1(CN(CC1)C1=C(C(=O)NC=2SC(=C(N2)C)C)C=C(C=C1)S(=O)(=O)N1CCOCC1)F